[(3R,9aS)-3-(3-chloro-4-fluoro-phenyl)-3,4,6,7,9,9a-hexahydro-1H-pyrazino[2,1-c][1,4]oxazin-8-yl]-[2-fluoro-3-[5-(trifluoromethyl)-1H-pyrazol-4-yl]phenyl]methanone ClC=1C=C(C=CC1F)[C@@H]1CN2[C@H](CO1)CN(CC2)C(=O)C2=C(C(=CC=C2)C=2C=NNC2C(F)(F)F)F